2-(tert-butylamino)-5-ethyl-4-phenyl-6H-1,3-oxazin-6-one C(C)(C)(C)NC=1OC(C(=C(N1)C1=CC=CC=C1)CC)=O